3-((2,6-dichloro-7-fluoro-1-(pyridin-3-yl)-1H-indol-3-yl)sulfanyl)-2-fluorobenzoic acid sodium [Na].ClC=1N(C2=C(C(=CC=C2C1SC=1C(=C(C(=O)O)C=CC1)F)Cl)F)C=1C=NC=CC1